1-(4-bromophenyl)-2-phenyl-1H-benzo[d]imidazole BrC1=CC=C(C=C1)N1C(=NC2=C1C=CC=C2)C2=CC=CC=C2